(S)-6-(4-chlorobenzyl)-9-isopropyl-7,10-dioxo-N-phenyl-2,6,9-triazaspiro-[4.5]decane-2-carboxamide ClC1=CC=C(CN2[C@]3(CCN(C3)C(=O)NC3=CC=CC=C3)C(N(CC2=O)C(C)C)=O)C=C1